CC(CN(C)C)NC 1,N1,N2,N2-tetramethyl-ethane-1,2-diamine